ClC=1C=C(C=C(C1)Cl)C1=NC(=CC(=C1)CN1CCC(CC1)CNC(C)=O)OC=1C=NC(=NC1)N1CCN(CC1)CCO N-((1-((2-(3,5-dichloro-phenyl)-6-((2-(4-(2-hydroxyethyl)piperazin-1-yl)pyrimidin-5-yl)oxy)pyridin-4-yl)methyl)piperidin-4-yl)methyl)acetamide